C(C1=CC=CC=C1)OCC(CCO)O 4-(benzyloxy)butan-1,3-diol